C(=C)N1C(CCC(CC1C)C)=O N-vinyl-4,6-dimethylcaprolactam